COC=1C=C(C=CC1OC)C=1SC=C(N1)CN1CCN(CC1)C1=NC(=CC(=N1)C)C(C)C 2-(4-{[2-(3,4-dimethoxyphenyl)-1,3-thiazol-4-yl]methyl}piperazin-1-yl)-4-methyl-6-(propan-2-yl)pyrimidine